2-((4-(4-chloro-2-(4-chloro-2-fluorophenyl)-2H-chromen-8-yl)piperidin-1-yl)methyl)-3-(((S)-oxetan-2-yl)methyl)-3H-imidazo[4,5-b]pyridine-5-carboxylic acid ClC1=CC(OC2=C(C=CC=C12)C1CCN(CC1)CC1=NC=2C(=NC(=CC2)C(=O)O)N1C[C@H]1OCC1)C1=C(C=C(C=C1)Cl)F